bromo-(4,5-dimethyl-2-thiazolyl)-2,5-diphenyltetrazolium Br[N+]1(N(NN=C1C1=CC=CC=C1)C1=CC=CC=C1)C=1SC(=C(N1)C)C